7-methyl-thioxanthone CC1=CC=C2SC=3C=CC=CC3C(C2=C1)=O